FC(C(I)(F)F)(I)F tetrafluoro-1,2-diiodoethane